(6-(trifluoromethyl)-2,3-dihydrobenzofuran-3-yl)-methyl-carbamic acid tert-butyl ester C(C)(C)(C)OC(N(C)C1COC2=C1C=CC(=C2)C(F)(F)F)=O